4,5,7,7-tetramethyl-4H,7H-[1,2,3,4]tetrazolo[1,5-a]pyrimidine-6-carboxamide CN1C=2N(C(C(=C1C)C(=O)N)(C)C)N=NN2